C(C)C1=C2C(=CC(=CC2=CC=C1F)O)C1=C(C=2N=C(N=C(C2C=N1)N1CCOCC(C1)CO)OC[C@]12CCCN2C[C@@H](C1)F)F 5-ethyl-6-fluoro-4-(8-fluoro-2-(((2R,7aS)-2-fluorotetrahydro-1H-pyrrolizine-7a(5H)-yl)methoxy)-4-(6-(hydroxymethyl)-1,4-oxazepan-4-yl)pyrido[4,3-d]pyrimidin-7-yl)naphthalen-2-ol